[N-](S(=O)(=O)C(F)(F)F)S(=O)(=O)C(F)(F)F.C(CCC)[N+]1(CCCC1)C 1-n-butyl-1-methylpyrrolidinium bis(trifluoromethanesulfonyl)imide